N-[(1R,3S)-3-{[6-chloro-2-(trifluoromethyl)quinolin-4-yl]amino}cyclohexyl]-3-(2-methylpropanamido)benzamide ClC=1C=C2C(=CC(=NC2=CC1)C(F)(F)F)N[C@@H]1C[C@@H](CCC1)NC(C1=CC(=CC=C1)NC(C(C)C)=O)=O